3,4-dihydro-6-(phenylmethoxy)-1(2H)-naphthalenone C1(=CC=CC=C1)COC=1C=C2CCCC(C2=CC1)=O